5-(4-(2-(isobutylamino)-2-oxoethyl)piperazin-1-yl)-N-methyl-7-(trifluoromethyl)thieno[3,2-b]pyridine-3-carboxamide C(C(C)C)NC(CN1CCN(CC1)C1=CC(=C2C(=N1)C(=CS2)C(=O)NC)C(F)(F)F)=O